2-methylpentane-1,1-diol CC(C(O)O)CCC